CN(C)CC1=C2C3(CN(C(C2=CC(=C1)CN1C(=NC=C1)NC)=O)[C@@H](C)C1=NC=C(C#N)C(=C1)OCC)CCC3 (S)-6-(1-(5'-((dimethylamino)methyl)-7'-((2-(methylamino)-1H-imidazol-1-yl)methyl)-1'-keto-1'H-spiro[cyclobutane-1,4'-isoquinoline]-2'(3'H)-yl)ethyl)-4-ethoxynicotinonitrile